1-[(3,4-Difluorophenyl)methyl]-N-[(6S)-5-oxo-1,4,6,7-tetrahydropyrazolo[3,4-b][1,4]oxazepin-6-yl]pyrazol-3-carboxamid FC=1C=C(C=CC1F)CN1N=C(C=C1)C(=O)N[C@@H]1C(NC2=C(OC1)NN=C2)=O